4-[3-(3-chloro-5-trifluoromethylphenyl)-3-trifluoromethyl-allylyl]-2-methyl-benzoic acid ClC=1C=C(C=C(C1)C(F)(F)F)C(=CC=C1CC(=C(C(=O)O)C=C1)C)C(F)(F)F